Pentadecafluorotriethylamine C(C(F)(F)F)(N(C(C(F)(F)F)(F)F)C(C(F)(F)F)(F)F)(F)F